C(C)OC=1C=NC(=NC1)N1C(C2=CC=C(C=C2C=N1)C1=C(C(=CC=C1)OC)C)=O 2-(5-ethoxypyrimidin-2-yl)-6-(3-methoxy-2-methylphenyl)phthalazin-1(2H)-one